C(C)(C)(C)OC(=O)N1C2CC(C(C1)C2)C(C2=C(C=C(C(=C2)Cl)Cl)OCC=C)=O.FC(S(=O)(=O)C2=CC=C(C=C2)C2CN(C2)C=O)(F)F [3-[4-(trifluoromethylsulfonyl)phenyl]azetidin-1-yl]methanone tert-butyl-5-[4,5-dichloro-2-(prop-2-en-1-yloxy)benzoyl]-2-azabicyclo[2.2.1]heptane-2-carboxylate